S(=S)(=O)([O-])[O-].[Au+].[Au+] aurous thiosulfate